ClC1=CC=C2C(=C(N(C2=C1)C)C=1C=C(C=NC1)CNS(=O)(=O)CC)C#N N-[5-(6-chloro-3-cyano-1-methyl-1H-indol-2-yl)-pyridin-3-ylmethyl]-ethanesulfonamide